NC1=NNC2=CC=CC(=C12)C=1C=C2C=CC=C(C2=CC1)C(=O)NC1=CC(=CC=C1)CC 6-(3-amino-1H-indazol-4-yl)-N-(3-ethylphenyl)-1-naphthalenecarboxamide